tert-butyl N-[1-(1-methoxypropan-2-yl)-5-(trifluoromethyl)-1H-pyrazol-4-yl]carbamate COCC(C)N1N=CC(=C1C(F)(F)F)NC(OC(C)(C)C)=O